3-(((R)-7-((2S,4R)-2-(3,5-Difluorophenyl)-4-(isopropylamino)piperidine-1-carbonyl)-7-azaspiro[4.5]decan-10-yl)methyl)-6-phenylpyrimidin-4(3H)-one FC=1C=C(C=C(C1)F)[C@H]1N(CC[C@H](C1)NC(C)C)C(=O)N1CC2(CCCC2)[C@@H](CC1)CN1C=NC(=CC1=O)C1=CC=CC=C1